C(C)(=O)C=1C=C(C=CC1)NC(=O)NC=1C=C2C(N(C(=NC2=CC1)C(N1CCOCC1)F)CCOC)=O 1-(3-acetylphenyl)-3-(2-(fluoro(morpholino)methyl)-3-(2-methoxyethyl)-4-oxo-3,4-dihydroquinazolin-6-yl)urea